N[C@H](COC)C1=CC=2N(N=C1Cl)C=C(N2)[C@H](COC(C(F)(F)F)(C)C)NC(OC(C)(C)C)=O tert-butyl ((R)-1-(7-((S)-1-amino-2-methoxyethyl)-6-chloroimidazo[1,2-b]pyridazin-2-yl)-2-((1,1,1-trifluoro-2-methylpropan-2-yl)oxy)ethyl)carbamate